[Al].[Zn].[Ag] silver-zinc-aluminum